C(#N)NC(C1=NC(=C(C=C1)N1CCN(CC1)CC1=CC=2NC(N(C(C2S1)=O)CC)=O)C)=O N-cyano-5-(4-((3-ethyl-2,4-dioxo-1,2,3,4-tetrahydrothieno[3,2-d]pyrimidin-6-yl)methyl)piperazin-1-yl)-6-methylpicolinamide